N-(2,6-diethylphenyl)-4-methylphthalimide C(C)C1=C(C(=CC=C1)CC)N1C(C=2C(C1=O)=CC(=CC2)C)=O